2-((6-(((4-methoxypyridin-2-yl)amino)methyl)imidazo[1,2-a]pyridin-2-yl)methyl)-5-phenyl-2,7-naphthyridin-1(2H)-one COC1=CC(=NC=C1)NCC=1C=CC=2N(C1)C=C(N2)CN2C(C1=CN=CC(=C1C=C2)C2=CC=CC=C2)=O